2,5-bis(6,6'-bis(tert-butyl)-benzoxazol-2-yl)thiophen tin (II) [Sn+2].C(C)(C)(C)C1(C=C2C(=NC(O2)C=2SC(=CC2)C2OC=3C(=N2)C=CC(C3)(C(C)(C)C)C(C)(C)C)C=C1)C(C)(C)C